1,1-dimethylsilane C[SiH2]C